4-methoxy-N-((S)-1-(((S)-4-methoxy-3-oxo-1-((S)-2-oxopyrrolidin-3-yl)butan-2-yl)amino)-4-methyl-1-oxopentan-2-yl)-1H-indole-2-carboxamide COC1=C2C=C(NC2=CC=C1)C(=O)N[C@H](C(=O)N[C@@H](C[C@H]1C(NCC1)=O)C(COC)=O)CC(C)C